di(methanol) acrylate C(C=C)(=O)O.CO.CO